5-cyclopropyl-3-(tetrahydro-2H-pyran-4-yl)isoxazole-4-carboxylic acid methyl ester COC(=O)C=1C(=NOC1C1CC1)C1CCOCC1